2,7-diazaspiro[3.5]nonane-2-sulfonyl fluoride C1N(CC12CCNCC2)S(=O)(=O)F